1,10-diaminodecylamine NC(CCCCCCCCCN)N